7-((3-(((tert-Butyldimethylsilyl)oxy)methyl)-4-methylphenyl)chloromethyl)-3-(difluoromethyl)-8-methyl-[1,2,4]triazolo[4,3-a]pyridine [Si](C)(C)(C(C)(C)C)OCC=1C=C(C=CC1C)C(C1=C(C=2N(C=C1)C(=NN2)C(F)F)C)Cl